[(morpholin-4-yl)methyl]prop-2-en-1-one N1(CCOCC1)CC(C=C)=O